(2,3,4,5,6-pentafluorophenyl) 6-chloro-3-[(1R)-1-(3,6-dimethyl-4-oxo-2-phenyl-chromen-8-yl)ethoxy]pyridine-2-sulfonate ClC1=CC=C(C(=N1)S(=O)(=O)OC1=C(C(=C(C(=C1F)F)F)F)F)O[C@H](C)C=1C=C(C=C2C(C(=C(OC12)C1=CC=CC=C1)C)=O)C